1,1,2,3-propanetetracarboxylic acid C(C(CC(=O)O)C(=O)O)(C(=O)O)C(=O)O